(4R,5S)-3-fluoro-5-(hydroxymethyl)-4-(methoxymethyl)pyrrolidin-2-one FC1C(N[C@@H]([C@@H]1COC)CO)=O